(3s,4r)-4-(2,6-difluoro-4-methoxyphenyl)-3-({5-[4-(trifluoromethyl)phenyl]-1,3,4-oxadiazol-2-yl}amino)pyrrolidin-2-one FC1=C(C(=CC(=C1)OC)F)[C@H]1[C@@H](C(NC1)=O)NC=1OC(=NN1)C1=CC=C(C=C1)C(F)(F)F